2-{[2-chloro-5-cyano-3-(piperazin-1-yl)phenyl]amino}-4-[(2,2-difluoroethyl)amino]pyrazolo[1,5-a][1,3,5]triazine-8-carbonitrile ClC1=C(C=C(C=C1N1CCNCC1)C#N)NC1=NC=2N(C(=N1)NCC(F)F)N=CC2C#N